OCCN1CCN(CC1)C1=CC(=NC=2N1N=C(C2C2=CC=CC=C2)C)C=2C=C(C=CC2)CCCCCN2CCN(CC2)C(CNC2=CC=C(C=C2)C2C(NC(CC2)=O)=O)=O 3-(4-((2-(4-(5-(3-(7-(4-(2-hydroxyethyl)piperazin-1-yl)-2-methyl-3-phenylpyrazolo[1,5-a]pyrimidin-5-yl)phenyl)pentyl)piperazin-1-yl)-2-oxoethyl)amino)phenyl)piperidine-2,6-dione